C(C)(C)(C)OC(=O)N1CC2(CCCC2)CCC1 7-azaspiro[4.5]Decane-7-carboxylic acid tert-butyl ester